amino acetate compound with sulfur [S].C(C)(=O)ON